FC1(C(CN(C1)C)NC(=O)C1=C(SC2=C1C=C(C=C2)OCC=2C(=NC=CC2)C(F)(F)F)C)F N-(4,4-difluoro-1-methylpyrrolidin-3-yl)-2-methyl-5-{[2-(trifluoromethyl)pyridin-3-yl]methoxy}-1-benzothiophene-3-carboxamide